NCCCN1CCN(CC1)C1=CC=C(NC=2N=CC3=C(N2)N(C(=C3)C(=O)N(C)C)C3CCCC3)C=C1 2-[4-[4-(3-aminopropyl)piperazin-1-yl]anilino]-7-cyclopentyl-N,N-dimethylpyrrolo[2,3-d]pyrimidine-6-carboxamide